2-(6-{5-chloro-2-[(oxacyclohex-4-yl)amino]pyrimidin-4-yl}-4-methoxy-1-oxo-2,3-dihydro-1H-isoindol-2-yl)-N-[(1S)-2-hydroxy-1-(3-methylphenyl)ethyl]acetamide ClC=1C(=NC(=NC1)NC1CCOCC1)C1=CC(=C2CN(C(C2=C1)=O)CC(=O)N[C@H](CO)C1=CC(=CC=C1)C)OC